BrC=1C=CC(=NC1)COC(C(=O)O)(F)F 2-((5-bromopyridin-2-yl)methoxy)-2,2-difluoroacetic acid